dideuterio-[6-(difluoromethyl)imidazo[2,1-b][1,3,4]thiadiazol-2-yl]methanol [2H]C(O)(C1=NN2C(S1)=NC(=C2)C(F)F)[2H]